C(C=C)(=O)NC=1C=C(C=CC1N1C[C@@H](N(CC1)C)C)N(C(C(=O)N[C@@H](C)C1=CC=CC=C1)=O)C1CCC(CC1)NC1=NC=C(C=C1)C#N N1-(3-acrylamido-4-((S)-3,4-dimethylpiperazin-1-yl)phenyl)-N1-((1r,4S)-4-((5-cyanopyridin-2-yl)amino)cyclohexyl)-N2-((S)-1-phenylethyl)oxalamide